1-methyl-4-[cis-3-methyl-4-(6-piperazin-1-yl-3-pyridyl)-1-piperidyl]pyrazolo[3,4-b]pyridine CN1N=CC=2C1=NC=CC2N2C[C@H]([C@H](CC2)C=2C=NC(=CC2)N2CCNCC2)C